(cis-1-[2-(1-Isopropyl-piperidin-4-yl)-acetyl]-5-methyl-piperidin-3-yl)-quinoline-8-carbonitrile C(C)(C)N1CCC(CC1)CC(=O)N1C[C@H](C[C@H](C1)C)C1=NC2=C(C=CC=C2C=C1)C#N